C(CCC)C(C=CCCC(=O)OCC)CCCCCC ethyl 6-butyldodeca-4-enoate